2'-fluoroadenosine-3'-phosphorothioate P(O)(O)(=S)O[C@H]1[C@]([C@@H](O[C@@H]1CO)N1C=NC=2C(N)=NC=NC12)(O)F